C(C1=CC=CC=C1)OC(=O)N1CCN(CC1)S(=O)(=O)C=1C=NC2=CC=C(C=C2C1O)Br 4-[(6-bromo-4-hydroxy-3-quinolyl)sulfonyl]Piperazine-1-carboxylic acid benzyl ester